racemic-1-hydroxybut-3-en-2-yl acetate C(C)(=O)O[C@@H](CO)C=C |r|